C(NC(C(N1CCN(CC1)C1=CC=C(C=C1)OC(C(OC([2H])([2H])[2H])([2H])[2H])([2H])[2H])([2H])[2H])([2H])[2H])([2H])([2H])[2H] N-(2H3)methyl-2-{4-[4-({2-[(2H3)methyloxy](2H4)ethyl}oxy)phenyl]piperazin-1-yl}(2H4)ethanamine